6-(4-((1H-indazol-5-yl)amino)-pyrimidin-2-yl)-N-(3-(dimethylamino)-pyridin-4-yl)-1H-indole-2-carboxamide N1N=CC2=CC(=CC=C12)NC1=NC(=NC=C1)C1=CC=C2C=C(NC2=C1)C(=O)NC1=C(C=NC=C1)N(C)C